6-chloro-2'-propionyl-2',3'-dihydro-2H,4H-spiro[benzo[b][1,4]oxazin-3,1'-indene]-2-one ClC1=CC2=C(OC(C3(C(CC4=CC=CC=C34)C(CC)=O)N2)=O)C=C1